N1=C(N=CC=C1)CCN(C=O)CC1=NC=C(C=C1)C(F)(F)F N-(pyrimidin-2-ylethyl)-N-{[5-(trifluoromethyl)(2-pyridinyl)]methyl}formamide